2-(6-{[4-(2-amino-7-fluoro-8-methoxyquinazolin-4-yl)-1H-1,2,3-triazol-1-yl]methyl}pyridin-2-yl)propan-2-ol NC1=NC2=C(C(=CC=C2C(=N1)C=1N=NN(C1)CC1=CC=CC(=N1)C(C)(C)O)F)OC